tert-Butyl 3-(((benzyloxy)carbonyl)amino)-3-methylpyrrolidine-1-carboxylate C(C1=CC=CC=C1)OC(=O)NC1(CN(CC1)C(=O)OC(C)(C)C)C